2-(1-methyl-1H-indazole-6-carboxamido)-3-(4-(3-(5,6,7,8-tetrahydro-1,8-naphthyridin-2-yl)propoxy)phenyl)propanoic acid CN1N=CC2=CC=C(C=C12)C(=O)NC(C(=O)O)CC1=CC=C(C=C1)OCCCC1=NC=2NCCCC2C=C1